ClC1=CC(=C(C=C1)C1N(CCCC1)C1=C(C=CC=C1)SC1=CC=C(C=C1)C)F (4-chloro-2-fluorophenyl)-1-(2-(p-tolylthio)phenyl)piperidine